CN1C(=CC=2C1=NC=CC2)[Si](CC)(CC)CC 1-Methyl-2-(triethylsilyl)-1H-pyrrolo[2,3-b]pyridine